O=C/C=C/CCCCCCCCC(=O)OC methyl (10E)-12-oxo-10-dodecenoate